3-[(1-methyl-1H-imidazol-2-yl)thio]-2-propenoic acid n-octyl ester C(CCCCCCC)OC(C=CSC=1N(C=CN1)C)=O